F[C@H]1C[C@H](N(C1)C(CN1C[C@H](CC1)NC=1C=NC2=NC=CC=C2C1)=O)C#N (2S,4S)-4-fluoro-1-[2-[(3S)-3-(1,8-naphthyridin-3-ylamino)pyrrolidin-1-yl]acetyl]pyrrolidine-2-carbonitrile